1-(4-aminobenzoyl)-N-(4-(3-(pyridin-4-yl)phenyl)thiazol-2-yl)azetidine-2-carboxamide hydrochloride Cl.NC1=CC=C(C(=O)N2C(CC2)C(=O)NC=2SC=C(N2)C2=CC(=CC=C2)C2=CC=NC=C2)C=C1